ClC1=CC=C(OC2CN(CC2)S(=O)(=O)N2[C@H]([C@@H]3CC[C@H](C2)N3C(=O)OCCOC)C(NO)=O)C=C1 2-methoxyethyl (1S,2R,5R)-3-((3-(4-chlorophenoxy)pyrrolidin-1-yl)sulfonyl)-2-(hydroxycarbamoyl)-3,8-diazabicyclo[3.2.1]octane-8-carboxylate